C(C)(=O)ON([C@H]1[C@@H](CCCC1)N(CC1=CC=C(C=C1)CC(OC1=C(C(=CC(=C1F)F)F)F)=O)CC(=O)OC(C)(C)C)OC(C)=O 2'-(((1R,2R)-2-((2-(tert-butoxy)-2-oxoethyl) (4-(2-oxo-2-(2,3,5,6-tetrafluorophenoxy) ethyl) benzyl) amino) cyclohexyl)-azanediyl) diacetate